O[C@@H]([C@@H](C(=O)N[C@@H](CC(C)C)B1OC([C@H](O1)[C@H](C(=O)OC)NC)=O)NC(C1=NC(=CC=C1)C1=CC=CC=C1)=O)C methyl (R)-2-((R)-2-((R)-1-((2S,3R)-3-hydroxy-2-(6-phenylpicolinamido) butanamido)-3-methylbutyl)-5-oxo-1,3,2-dioxaborolan-4-yl)-2-(methylamino)acetate